FC1=C(C=CC(=C1)[N+](=O)[O-])C(=O)N1CCN(CC1)CC(F)(F)F (2-fluoro-4-nitrophenyl)(4-(2,2,2-trifluoroethyl)piperazin-1-yl)methanone